trans-5-chloro-8-((4-(trifluoromethyl)cyclohexyl)oxy)-1,6-naphthyridine ClC1=C2C=CC=NC2=C(C=N1)O[C@@H]1CC[C@H](CC1)C(F)(F)F